Cl.C(C)(C)(C)OC(CC(C(C)N)C)=O 4-amino-3-methylpentanoic acid tert-butyl ester hydrochloride